N-(5-(2,6-Difluoro-4-methoxyphenyl)-2-(6-(2-hydroxyethoxy)pyridin-2-yl)-1-methyl-3-oxo-2,3-dihydro-1H-pyrazol-4-yl)-4-(difluoromethoxy)benzamide FC1=C(C(=CC(=C1)OC)F)C1=C(C(N(N1C)C1=NC(=CC=C1)OCCO)=O)NC(C1=CC=C(C=C1)OC(F)F)=O